tert-butyl (R)-(1-(2-fluorophenyl)-5,6-dihydro-4H-pyrrolo[3,2,1-ij]quinolin-5-yl)carbamate FC1=C(C=CC=C1)C1=CN2C[C@@H](CC3=CC=CC1=C23)NC(OC(C)(C)C)=O